N,N'-bis(propylphenyl)carbodiimide C(CC)C1=C(C=CC=C1)N=C=NC1=C(C=CC=C1)CCC